[N+](=O)([O-])C1=CC=C(C=C1)OC(C(F)(F)F)(C)C 1-Nitro-4-(2,2,2-trifluoro-1,1-dimethyl-ethoxy)benzene